(2S)-2-Amino-3-(3-{3-phenyl-3-[(2H5)phenyloxy]azetidin-1-sulfonyl}phenyl)propanoic acid N[C@H](C(=O)O)CC1=CC(=CC=C1)S(=O)(=O)N1CC(C1)(OC1=C(C(=C(C(=C1[2H])[2H])[2H])[2H])[2H])C1=CC=CC=C1